C1(CCC(N1OC(CCSSC1=NC=CC=C1)=O)=O)=O 3-(2-pyridyldithio)propanoic acid succinimidyl ester